3-chloropyridin-4-ylboronic acid ClC=1C=NC=CC1B(O)O